(Z)-cyclohex-1-ene C1=CCCCC1